C1(CCCCC1)NC(=O)NC1=CC(=C(C(=C1)O)N1S(NC(C1)=O)(=O)=O)F 1-cyclohexyl-3-[4-(1,1-dioxido-4-oxo-1,2,5-thiadiazolidin-2-yl)-3-fluoro-5-hydroxyphenyl]urea